sodium 2,2,2-trifluoroethanolate FC(C[O-])(F)F.[Na+]